O=C1NC(CCC1N1C(C2=CC=C(C=C2C1)N1CCCCC1)=O)=O 1-(2-(2,6-dioxopiperidin-3-yl)-1-oxoisoindoline-5-yl)piperidine